1-(6-(Bromomethyl)-4-fluoropyridazin-3-yl)dihydropyrimidine-2,4(1H,3H)-dione BrCC1=CC(=C(N=N1)N1C(NC(CC1)=O)=O)F